C1CCC2=C(C=3CCCC3C=C12)NC(=O)NS(=O)(=O)C1=CC(=C(C=C1)CCB1OC(C(O1)(C)C)(C)C)OC N-((1,2,3,5,6,7-hexahydro-s-indacen-4-yl)carbamoyl)-3-methoxy-4-(2-(4,4,5,5-tetramethyl-1,3,2-dioxaborolan-2-yl)ethyl)benzenesulfonamide